NC=1C=C(C=C(C1)C(F)(F)F)[C@@H](C)NC1=NC(=NC2=CC(=C(C=C12)C1CCC(CC1)C(=O)N(C)CC1CCC2(CCN(CC2)C(=O)O)CC1)OC)C 9-(((1R,4R)-4-(4-(((R)-1-(3-amino-5-(trifluoromethyl)phenyl)ethyl)amino)-7-Methoxy-2-methylquinazolin-6-yl)-N-methylcyclohexane-1-amido)methyl)-3-azaspiro[5.5]undecan-3-carboxylic acid